6-(8-((2-methylfuran-3-yl)sulfonyl)-8-azaspiro[4.5]decan-2-yl)-2-oxa-6-azaspiro[3.3]heptane CC=1OC=CC1S(=O)(=O)N1CCC2(CCC(C2)N2CC3(COC3)C2)CC1